ClC1=C(C=C(C=C1)[N+](=O)[O-])C1=CC=C(O1)C(=O)NC1=CC=C(C=C1)C(\C=C\C1=CC=C(C=C1)N(C)CCO)=O 5-(2-Chloro-5-nitrophenyl)-N-[4-[(E)-3-[4-[2-hydroxyethyl(methyl)amino]phenyl]prop-2-enoyl]phenyl]furan-2-carboxamide